NC(O)=[NH2+].NC(O)=[NH2+] isouronium (isouronium)